2-(3-Oxa-6-azabicyclo[3.1.1]heptan-6-yl)-N-(2-((3-cyanobicyclo[1.1.1]pentan-1-yl)carbamoyl)-3-fluoro-5-methoxyphenyl)-6-methoxybenzo[d]thiazole-7-carboxamide C12COCC(N1C=1SC3=C(N1)C=CC(=C3C(=O)NC3=C(C(=CC(=C3)OC)F)C(NC31CC(C3)(C1)C#N)=O)OC)C2